C(CC(O)(C(=O)O)CC(=O)O)(=O)O.C(C)OC[C@]1(CN(CC1)C(C)(C)C=1C=NC(=CC1)C)CCC1=CC2=NC=CC=C2S1 |o1:17| (R or S)-2-(2-(3-(ethoxymethyl)-1-(2-(6-methylpyridin-3-yl)propan-2-yl)pyrrolidin-3-yl)ethyl)thieno[3,2-b]pyridine citrate